3-(2-((3,3-difluoroazetidin-1-yl)methyl)pyridin-4-yl)-4-oxopiperidine-1-carboxylic acid tert-butyl ester C(C)(C)(C)OC(=O)N1CC(C(CC1)=O)C1=CC(=NC=C1)CN1CC(C1)(F)F